CC(CN1C(C=CC2=C1N=C(N=C2)NC2(CC2)C2=CC=CC=C2)=O)(C)C 8-(2,2-dimethylpropyl)-2-[(1-phenylcyclopropyl)amino]pyrido[2,3-d]pyrimidin-7(8H)-one